OCC1(CCN(CC1)C(=O)OC(C)(C)C)NCC1=CC=C(C=C1)OC tert-Butyl 4-(hydroxymethyl)-4-(4-methoxybenzylamino)piperidine-1-carboxylate